3-(1-methyl-7-(4-(piperidin-4-ylmethyl)piperidin-1-yl)-1H-indazol-3-yl)piperidine-2,6-dione CN1N=C(C2=CC=CC(=C12)N1CCC(CC1)CC1CCNCC1)C1C(NC(CC1)=O)=O